(isopropylideneacetonyl)hydroxylamine C(C)(C)=CC(CNO)=O